C(C1=CC=CC=C1)OC1=NC(=CC=C1C1=CC(=C(C=C1)C1(CCCCC1)O)F)OCC1=CC=CC=C1 4-[2,6-bis(benzyloxy)pyridin-3-yl]-2-fluorophenylcyclohexane-1-ol